1-(3-chloro-4-(6-(1-methylcyclopropoxy)-9-((4-methylpyridin-2-yl)methyl)-9H-purin-8-yl)phenoxy)propan-2-one ClC=1C=C(OCC(C)=O)C=CC1C=1N(C2=NC=NC(=C2N1)OC1(CC1)C)CC1=NC=CC(=C1)C